ClC1=C(C=C(OC[C@H]2CN(CCO2)C(=O)[O-])C=C1C(N[C@H](C)C=1C=NC(=NC1)C(F)(F)F)=O)C=1SC(=CN1)C (R)-2-((4-chloro-3-(5-methylthiazol-2-yl)-5-(((R)-1-(2-(trifluoromethyl)pyrimidine-5-yl)ethyl)carbamoyl)phenoxy)methyl)morpholine-4-carboxylate